2-amino-3-cyano-4-phenyl-7-(dimethylamino)-4H-benzopyran NC=1OC2=C(C(C1C#N)C1=CC=CC=C1)C=CC(=C2)N(C)C